FC1=C(C=CC=2N(C=NC21)COCC[Si](C)(C)C)C=C 4-Fluoro-1-((2-(trimethylsilyl)ethoxy)methyl)-5-vinyl-1H-benzo[d]imidazole